6-(4-fluorophenyl)nicotinic acid methyl ester COC(C1=CN=C(C=C1)C1=CC=C(C=C1)F)=O